1,3-cyclohexanedimethanoL C1(CC(CCC1)CO)CO